CC=1C=CC(=C(C1)N1/C(/SCC1=O)=N/C(=O)NC1=CC=C(C=C1)C=1N=NN(C1)C1=CC=C(C=C1)OC(F)(F)F)OCCC(F)(F)F (Z)-1-(3-(5-methyl-2-(3,3,3-trifluoropropoxy)phenyl)-4-oxothiazolidin-2-ylidene)-3-(4-(1-(4-(trifluoromethoxy)phenyl)-1H-1,2,3-triazol-4-yl)phenyl)urea